C(#N)C1=CC=C(C=C1)C(CN[C@H](C(=O)NC1=NC=C(C=C1)C=1C(=NNC1C)C)C1=CC=CC=C1)C (S)-2-((2-(4-cyanophenyl)propyl)amino)-N-(5-(3,5-dimethyl-1H-pyrazol-4-yl)pyridin-2-yl)-2-phenylacetamide